BrC=1C=C(C(=C(C1)C)C1(CC1)F)C 5-bromo-2-(1-fluorocyclopropyl)-1,3-dimethylbenzene